ClC1=NC2=C(C3=CC=CC=C13)N(C1=CC3=C(C=C12)OCO3)CCCCC(=O)NO 5-(5-chloro-12H-[1,3]dioxolo[4',5':5,6]indolo[3,2-c]isoquinolin-12-yl)-N-hydroxypentanamide